C(OCC)(=S)SC1=CC=C(C=C1)N1CCN(CC1)C O-ethyl S-(4-(4-methylpiperazin-1-yl) phenyl) carbonodithioate